(2-amino-1,3-thiazol-5-yl)methanol NC=1SC(=CN1)CO